COCCOC=1C=C2CNCC2=CC1 5-(2-methoxyethoxy)isoindoline